methyl (2S)-2-{[(benzyloxy) carbonyl]amino}-3-[(2S)-morpholin-2-yl]propanoate C(C1=CC=CC=C1)OC(=O)N[C@H](C(=O)OC)C[C@H]1CNCCO1